C(C=C)OC1=CC=C(C=C1)OC 1-(allyloxy)-4-methoxybenzene